O=C1[C@H]2N(C3=C(N1)C=C(C=N3)C(F)(F)F)CCN(C2)C(=O)OC(C)(C)C t-butyl (s)-6-oxo-3-(trifluoromethyl)-5,6,6a,7,9,10-hexahydro-8H-pyrazino[1,2-a]-pyrido[3,2-e]pyrazin-8-carboxylate